C(CCCCCCCCCCCCCCCCC(C)C)O isoicosanyl alcohol